N-(2-(4,4-difluorocyclohexyl)-4-(2,5-difluorophenyl)pyridin-3-yl)-2-(4-methylpiperazin-1-yl)pyrimidine-5-carboxamide FC1(CCC(CC1)C1=NC=CC(=C1NC(=O)C=1C=NC(=NC1)N1CCN(CC1)C)C1=C(C=CC(=C1)F)F)F